4-[4-bromo-8-(2-chloro-phenyl)-3-hydroxy-quinolin-2-yl]-4-oxo-butyric acid ethyl ester C(C)OC(CCC(=O)C1=NC2=C(C=CC=C2C(=C1O)Br)C1=C(C=CC=C1)Cl)=O